OC(CC(=O)O)CCCCCCCCCCCCCCC DL-β-hydroxystearic acid